C(C1=CC=CC=C1)OC1=CC(=CC(=C1)Br)Br 1-benzyloxy-3,5-dibromobenzene